benzyl 2-(2-(methoxycarbonyl) pyridin-4-yl)-6,7-dihydro-oxazolo[4,5-c]pyridine-5(4H)-carboxylate COC(=O)C1=NC=CC(=C1)C=1OC2=C(CN(CC2)C(=O)OCC2=CC=CC=C2)N1